C(#N)C=1C=C2COC3(CCN(CC3)C(=O)C=3C=C(C(=NC3)C)NC(C3=CN=C(C=C3)N(C)C)=O)C2=CC1 N-(5-(5-cyano-3H-spiro[isobenzofuran-1,4'-piperidin]-1'-ylcarbonyl)-2-methylpyridin-3-yl)-6-(dimethylamino)nicotinamide